4-(1-benzothiophen-2-yl)piperidin-4-ol S1C(=CC2=C1C=CC=C2)C2(CCNCC2)O